CC1=C(C=CC=C1C)C=1N=CC(=NC1)C(=O)N1[C@@H](C\C(\C1)=N/OC)CO (S,E)-(5-(2,3-Dimethylphenyl)pyrazin-2-yl)(2-(hydroxymethyl)-4-(methoxyimino)pyrrolidin-1-yl)methanone